ClC=1C(N(SC1Cl)CCCCCCCC)=O 4,5-dichloro-2-octyl-isothiazol-3(2H)-one